NC1=NC=2C=CC(=CC2C2=C1C=NN2C)C(=O)N(N(C(=O)C=2N=COC2)C)CC2=C(C=C(C=C2)C(F)(F)F)F N'-(4-amino-1-methyl-1H-pyrazolo[4,3-c]quinoline-8-carbonyl)-N'-(2-fluoro-4-(trifluoromethyl)benzyl)-N-methyloxazole-4-carbohydrazide